FC1=C(NC2=C(C(=O)N)C=CC=C2)C=CC(=C1)I 2-(2-fluoro-4-iodoanilino)benzamide